N2-[3-methyl-1-(2,2,2-trifluoroethyl)-1H-pyrazol-4-yl]-N4-(8-chlorocinnolin-4-yl)pyridine-2,4-diamine CC1=NN(C=C1NC1=NC=CC(=C1)NC1=CN=NC2=C(C=CC=C12)Cl)CC(F)(F)F